5-chloro-2-[2-(2-ethoxypyridin-3-yl)-7-[[(2R)-pyrrolidin-2-yl]methyl]spiro[6,8-dihydro-1,7-naphthyridine-5,4'-piperidine]-1'-yl]benzonitrile formate salt C(=O)O.ClC=1C=CC(=C(C#N)C1)N1CCC2(CC1)C=1C=CC(=NC1CN(C2)C[C@@H]2NCCC2)C=2C(=NC=CC2)OCC